5-(3-Ethoxy-2-methyl-3-oxopropyl)pyridine C(C)OC(C(CC=1C=CC=NC1)C)=O